4-[2-(3-{8-chloro-3-methylimidazo[1,5-a]pyridin-6-yl}azetidin-1-yl)-3-methylbutyl]morpholine ClC=1C=2N(C=C(C1)C1CN(C1)C(CN1CCOCC1)C(C)C)C(=NC2)C